C1(CC1)C1=CC=C(C=N1)OCC(=O)NC12C(CC(CC1)(CC2)NC(C)=O)O N-(4-{2-[(6-cyclopropylpyridin-3-yl)oxy]acetamido}-3-hydroxybicyclo[2.2.2]octan-1-yl)acetamide